C(C)(C)(C)OC(=O)NCCCOC1=C(C=C(\C=C/2\C(C(=C(S2)NC2=CC=CC=C2)C(=O)OCC)=O)C=C1)O ethyl (Z)-5-(4-(3-((tert-butoxycarbonyl)amino)propoxy)-3-hydroxybenzylidene)-4-oxo-2-(phenylamino)-4,5-dihydrothiophene-3-carboxylate